CN=S(=O)(C)C1=C(C=C(C=C1)NC=1C=2N(C=CN1)C(=CN2)C2=C(C(=C(OCC#N)C=C2)F)F)C 2-(4-(8-((4-(N,S-dimethylsulfonimidoyl)-3-methylphenyl)amino)imidazo[1,2-a]pyrazin-3-yl)-2,3-difluorophenoxy)acetonitrile